N-(2-((tert-butyldimethylsilyl)oxy)-2-(6-fluoro-5-formylisoquinolin-8-yl)ethyl)acetamide [Si](C)(C)(C(C)(C)C)OC(CNC(C)=O)C=1C=C(C(=C2C=CN=CC12)C=O)F